FC=1C=NC=CC1C1=C(N=C(N=N1)N)C=1C=NC=CC1 6-(3-fluoropyridin-4-yl)-5-(pyridin-3-yl)-1,2,4-triazine-3-amine